COC1=CC2=C(C=3C=C(OC31)C)C=C(S2)C(CCC(=O)OCC)=O ethyl 4-(4-methoxy-2-methylthieno[3,2-e]benzofuran-7-yl)-4-oxobutanoate